4-Amino-1-((3aS,4R,6aR)-6-(((2-(bis(4-methoxybenzyl)amino)-3-chloro-5-fluoroquinolin-7-yl)oxy)methyl)-2,2-dimethyl-3a,6a-dihydro-4H-cyclopenta[d][1,3]dioxol-4-yl)pyrimidin-2(1H)-one NC1=NC(N(C=C1)[C@@H]1C=C([C@H]2OC(O[C@H]21)(C)C)COC2=CC(=C1C=C(C(=NC1=C2)N(CC2=CC=C(C=C2)OC)CC2=CC=C(C=C2)OC)Cl)F)=O